ClC1=C(C(=NN1C)C1=NOC(=C1)C)C(=O)N1CCC2(CCN(CC2)CC(=O)N2CCC(CC2)(F)F)CC1 2-(9-(5-Chloro-1-methyl-3-(5-methylisoxazol-3-yl)-1H-pyrazole-4-carbonyl)-3,9-diazaspiro[5.5]undecan-3-yl)-1-(4,4-difluoropiperidin-1-yl)ethanone